C(C)(C)(C)OC(=O)N1CCC(=CC1)C1NC(=C(C=C1)F)SCC1=C(C=C(C=C1)C#N)F.ClC1=CC=C(C=C1)C=1N=C(C2=CC=C(C=C2C1)N1N=CC=C1)OCC 3-(4-chlorophenyl)-1-ethoxy-6-(1H-pyrazol-1-yl)isoquinoline Tert-butyl-6-((4-cyano-2-fluorobenzyl)thio)-5-fluoro-3',6'-dihydro-[2,4'-bipyridine]-1'(2H)-carboxylate